2-chloro-5-methoxy-3-methylpyridine ClC1=NC=C(C=C1C)OC